Rac-N-(2,3-dihydroxypropyl)-5-((5-[4-(trifluoromethyl)phenyl]-1,3-oxazol-2-yl)amino)pyridineamide O[C@H](CNC(=O)C1=NC=C(C=C1)NC=1OC(=CN1)C1=CC=C(C=C1)C(F)(F)F)CO |r|